2-methoxymethylene-4,4-dichloro-3-oxobutyric acid ethyl ester C(C)OC(C(C(C(Cl)Cl)=O)=COC)=O